2-(6-(5-Amino-4-cyano-1-isopropyl-1H-pyrazol-3-yl)pyridin-3-yl)-N-(3-(1,1,1-trifluoro-2-methylpropan-2-yl)isoxazol-5-yl)propenamide NC1=C(C(=NN1C(C)C)C1=CC=C(C=N1)C(C(=O)NC1=CC(=NO1)C(C(F)(F)F)(C)C)=C)C#N